BrC1=CC2=C(NC(=N2)C(=O)N(C2=C(C(=CC=C2)Cl)Cl)CCO[Si](C)(C)C(C)(C)C)C=C1 5-bromo-N-(2-((tert-butyldimethylsilyl)oxy)ethyl)-N-(2,3-dichlorophenyl)-1H-benzo[d]imidazole-2-carboxamide